CNC1=CC=C(C=C1)C=1SC2=C(N1)C=CC(=C2)O 2-(4-(methylamino)phenyl)6-hydroxybenzo[d]thiazole